CN1C(CCC1)C=1C=NC=CC1 3-(1-Methyl-2-pyrrolidyl)pyridine